4,5-dihydroxy-N-isobutyl-9,10-dioxo-9,10-dihydroanthracene-2-carboxamide OC1=CC(=CC=2C(C3=CC=CC(=C3C(C12)=O)O)=O)C(=O)NCC(C)C